4-((3-(1-((R)-5,8-dioxaspiro[3.4]octan-1-yl)-1H-pyrazol-4-yl)-2-methoxyphenyl)amino)-6-((S)-2,2-dimethylcyclopropane-1-carboxamido)nicotinamide [C@H]1(CCC12OCCO2)N2N=CC(=C2)C=2C(=C(C=CC2)NC2=CC(=NC=C2C(=O)N)NC(=O)[C@@H]2C(C2)(C)C)OC